C(C1=C(C(=CC=C1)[2H])[2H])=O [2H2]-benzaldehyde